O=C[C@H]1[C@@H]([C@H]([C@H]([C@H](O)O1)O)O)O 6-oxo-(6-deoxy-α-L-mannose)